3-((3-(pyridin-2-ylethynyl)-1H-indazol-5-yl)methyl)benzonitrile N1=C(C=CC=C1)C#CC1=NNC2=CC=C(C=C12)CC=1C=C(C#N)C=CC1